C(CN(CC(=O)O)CC(=O)O)N(CCO)CC(=O)O N-hydroxyethylenediaminetriacetic acid